OCC1(C(NCCC1)=O)NC(=O)C1=C(OC2=C1C=C(C=C2)OCC2=CN=C(O2)C)C N-(3-(hydroxymethyl)-2-oxopiperidin-3-yl)-2-methyl-5-((2-methyloxazol-5-yl)methoxy)benzofuran-3-carboxamide